(S)-5-[1-(2-Chloro-6-fluoro-phenyl)-piperidin-4-yl]-4-methyl-7-(2-trifluoromethyl-benzyl)-2,4,5,7-tetrahydro-pyrazolo[3,4-d]pyrimidin-6-on ClC1=C(C(=CC=C1)F)N1CCC(CC1)N1C(N(C=2C([C@@H]1C)=CNN2)CC2=C(C=CC=C2)C(F)(F)F)=O